((((2,5-dioxopyrrolidin-1-yl)oxy)carbonyl)oxy)-3-methylazetidine-1-carboxylic acid tert-butyl ester C(C)(C)(C)OC(=O)N1C(C(C1)C)OC(=O)ON1C(CCC1=O)=O